1-Butyl-5-(diaminomethylene)-3-(4-((5,5-dimethyl-2,4-dioxoimidazolidin-1-yl)methyl)-4-methylcyclohexyl)pyrimidine-2,4,6(1H,3H,5H)-trione C(CCC)N1C(N(C(C(C1=O)=C(N)N)=O)C1CCC(CC1)(C)CN1C(NC(C1(C)C)=O)=O)=O